scandium benzenesulfonate C1(=CC=CC=C1)S(=O)(=O)[O-].[Sc+3].C1(=CC=CC=C1)S(=O)(=O)[O-].C1(=CC=CC=C1)S(=O)(=O)[O-]